C12CN(CC(N1)C2)C=2OC1=C(N2)C=C(C=C1N1N=CC=C1)C(=O)OCC ethyl 2-(3,6-diazabicyclo[3.1.1]heptan-3-yl)-7-(1H-pyrazol-1-yl)benzo[d]oxazole-5-carboxylate